2-(4-(2-ethyl-3-((4-(4-fluorophenyl)thiazol-2-yl)(methyl)amino)imidazo[1,2-a]pyridin-6-yl)piperazin-1-yl)-1-(3-(hydroxymethyl)azetidin-1-yl)ethanone tin(II) chloride iodide [Sn](I)Cl.C(C)C=1N=C2N(C=C(C=C2)N2CCN(CC2)CC(=O)N2CC(C2)CO)C1N(C)C=1SC=C(N1)C1=CC=C(C=C1)F